1-ethylcarbonyl-2,2-dimethyl-4-butyl-1,2,3,4-tetrahydroquinoline C(C)C(=O)N1C(CC(C2=CC=CC=C12)CCCC)(C)C